5-(piperidin-1-yl)-3-phenyl-pentyl sulfone N1(CCCCC1)CCC(CCS(=O)(=O)CCC(CCN1CCCCC1)C1=CC=CC=C1)C1=CC=CC=C1